COC1=C(SC=C1)C 3-methoxy-2-methyl-thiophene